(E)-3,3-dimethyl-5-(2,2,3-trimethyl-3-cyclopenten-1-yl)-4-penten CC(CC)(\C=C\C1C(C(=CC1)C)(C)C)C